ClC1=CC=C(C=C1)C1=CC=CN2C1=NS(CC2)(=O)=O 9-(4-chlorophenyl)-3,4-dihydropyrido[2,1-c][1,2,4]thiadiazine 2,2-dioxide